(R)-3-acetyloxy-4-trimethylammonio-butanoate C(C)(=O)O[C@H](CC(=O)[O-])C[N+](C)(C)C